1,2-di-tert-butoxyhexane C(C)(C)(C)OCC(CCCC)OC(C)(C)C